2-fluoro-1-((S)-3-methyl-4-(7-(8-(methyl-d3)naphthalen-1-yl)-2-(((S)-1-(methyl-d3)pyrrolidin-2-yl)methoxy)-5,6,7,8-tetrahydropyrido[3,4-d]pyrimidin-4-yl)piperazin-1-yl)-2-propen-1-one FC(C(=O)N1C[C@@H](N(CC1)C=1C2=C(N=C(N1)OC[C@H]1N(CCC1)C([2H])([2H])[2H])CN(CC2)C2=CC=CC1=CC=CC(=C21)C([2H])([2H])[2H])C)=C